3-(cyclopropylmethyl)-1-[5-[5-[(1R)-1-(3,5-dichloro-4-pyridinyl)ethoxy]-1-tetrahydropyran-2-yl-indazol-3-yl]-3-fluoro-2-pyridinyl]azetidin-3-amine C1(CC1)CC1(CN(C1)C1=NC=C(C=C1F)C1=NN(C2=CC=C(C=C12)O[C@H](C)C1=C(C=NC=C1Cl)Cl)C1OCCCC1)N